C1(CCC1)C1=CN(C2=C1C=NC=C2)S(=O)(=O)C2=CC=C(C)C=C2 3-cyclobutyl-1-tosyl-1H-pyrrolo[3,2-c]pyridine